2-methyl-5-[(1-methyl-1H-pyrazol-5-yl)methoxy]-N-[(5-oxopyrrolidin-2-yl)methyl]-2H-indazole-3-carboxamide CN1N=C2C=CC(=CC2=C1C(=O)NCC1NC(CC1)=O)OCC1=CC=NN1C